hexoxygallium C(CCCCC)O[Ga]